(4-(4-nitrophenyl)piperazin-1-yl)-7,8,10,11,13,14-hexahydro-[1,4,7,10]tetroxacyclododecino[2,3-g]quinazoline [N+](=O)([O-])C1=CC=C(C=C1)N1CCN(CC1)C1=NC2=CC3=C(C=C2C=N1)OCCOCCOCCO3